6-(cyclopropylmethyl)-2-methyl-4-(1-(6-(trifluoromethyl)pyridin-3-yl)ethoxy)-5,6,7,8-tetrahydropyrido[4,3-d]pyrimidine C1(CC1)CN1CC2=C(N=C(N=C2OC(C)C=2C=NC(=CC2)C(F)(F)F)C)CC1